BrC1C2(CCC(C1)C2(C)C)CBr bromo-1-(bromomethyl)-7,7-dimethylbicyclo[2.2.1]heptane